Cyclopentyl 2-((2-chloro-4-(4-(3-chlorophenyl)-trans-2,3-dimethylpiperazine-1-carbonyl)phenyl)sulfinyl)acetate ClC1=C(C=CC(=C1)C(=O)N1[C@H]([C@@H](N(CC1)C1=CC(=CC=C1)Cl)C)C)S(=O)CC(=O)OC1CCCC1